C(C)(C)[Si](OC)(OC)C=C isopropyl-vinyldimethoxysilane